(1s,4s)-4-((5-(2-(Azetidin-1-yl)ethoxy)-6'-((2-(1-(2,2-difluoroethyl)-3,5-dimethyl-1H-pyrazol-4-yl)pyrimidin-4-yl)amino)-[2,3'-bipyridin]-4'-yl)amino)-1-methylcyclohexan-1-ol N1(CCC1)CCOC=1C=CC(=NC1)C=1C=NC(=CC1NC1CCC(CC1)(O)C)NC1=NC(=NC=C1)C=1C(=NN(C1C)CC(F)F)C